CC=1C(=NC=CC1)COC1=CC=CC2=CC=CC=C12 3-methyl-2-((naphthalen-1-yloxy)methyl)pyridine